C[C@H]1N(C[C@@H](NC1)C)C1=NOC(=C1)[C@@H](C(=O)N1[C@@H](C[C@H](C1)O)C(=O)N[C@@H](C)C1=CC=C(C=C1)C1=C(N=CS1)C)C(C)C (2S,4R)-1-[(2S)-2-[3-[(2R,5S)-2,5-dimethylpiperazin-1-yl]isoxazol-5-yl]-3-methyl-butanoyl]-4-hydroxy-N-[(1S)-1-[4-(4-methylthiazol-5-yl)phenyl]ethyl]pyrrolidine-2-carboxamide